O=C1C=2N(CCN1)C(C(=CC2)C(=O)N)=O 1,6-dioxo-1,3,4,6-tetrahydro-2H-pyrido[1,2-a]pyrazine-7-carboxamide